FC=1C=C(OC2CN(C2)C/C=C/C(=O)N(C)C)C=C(C1[C@H]1N([C@@H](CC2=C1NC1=CC=CC=C21)C)CC(C)(C)F)F (E)-4-(3-(3,5-difluoro-4-((1R,3R)-2-(2-fluoro-2-methylpropyl)-3-methyl-2,3,4,9-tetrahydro-1H-pyrido[3,4-b]indol-1-yl)phenoxy)azetidin-1-yl)-N,N-dimethylbut-2-enamide